(E)-N'-hydroxyazepane-1-carboximidamide O\N=C(/N)\N1CCCCCC1